(2S,3R,4R,5S,6R)-2-[3-[[4-[[(1R,5S)-3-bicyclo[3.1.0]hexanyl]oxy]phenyl]methyl]-4-chlorophenyl]-6-(hydroxy-methyl)oxane-3,4,5-tri-ol [C@H]12CC(C[C@@H]2C1)OC1=CC=C(C=C1)CC=1C=C(C=CC1Cl)[C@@H]1O[C@@H]([C@H]([C@@H]([C@H]1O)O)O)CO